OCCS(=O)(=O)C(CCC)=O 1-[(2-hydroxyethyl)sulfonyl]butan-1-one